2-[(3-fluorophenoxy)methyl]-6-[4-fluoro-2-(trifluoromethyl)phenyl]imidazo[1,2-a]pyrimidine FC=1C=C(OCC=2N=C3N(C=C(C=N3)C3=C(C=C(C=C3)F)C(F)(F)F)C2)C=CC1